(1-(cyclopropylsulfonyl)-1H-pyrazol-4-yl)-N-(4-(4-(ethylsulfonyl)piperazin-1-yl)-5-((1-methyl-1H-pyrazol-4-yl)ethynyl)pyridin-2-yl)pyrimidin-4-amine C1(CC1)S(=O)(=O)N1N=CC(=C1)C1=NC=CC(=N1)NC1=NC=C(C(=C1)N1CCN(CC1)S(=O)(=O)CC)C#CC=1C=NN(C1)C